N-(1-(fluoromethyl)cyclopropyl)-2-hydroxyacetamide FCC1(CC1)NC(CO)=O